[N-](S(=O)(=O)C(F)(F)F)S(=O)(=O)C(F)(F)F.C(CC)N1CN(C=C1)C 1-propyl-3-methyl-imidazole bis(trifluoromethanesulfonyl)imide